C(C)N1C=CC=2C=NC(=C(C21)OC)N=C(C2=CC=CC=C2)C2=CC=CC=C2 N-(1-ethyl-7-methoxy-1H-pyrrolo[3,2-c]pyridin-6-yl)-1,1-diphenylmethanimine